C(CCCCC)C(C(=O)OCCCCCOC(C[C@@H]1OC(OC1=O)(C)C)=O)CCCCCCCC 5-(2-((S)-2,2-Dimethyl-5-oxo-1,3-dioxolan-4-yl)acetoxy)pentyl 2-hexyldecanoate